(5-cyclopropyl-2H-1,2,3-triazol-4-yl)methyl (1-((3-chloro-4-fluorophenyl)carbamoyl)-2-methyl-2,4,5,6-tetrahydrocyclopenta[c]pyrrol-4-yl)carbamate ClC=1C=C(C=CC1F)NC(=O)C=1N(C=C2C1CCC2NC(OCC2=NNN=C2C2CC2)=O)C